bromo-2',3'-dihydro-4'H-spiro[cyclopropane-1,1'-naphthalen]-4'-one BrC1C2(C3=CC=CC=C3C(C1)=O)CC2